O[C@@H]1[C@H](OC(C2=C1C=CC(=C2O)C(=O)N[C@@H](CC2=CC=CC=C2)C(=O)O)=O)C (3R-trans)-N-((3,4-dihydro-4,8-dihydroxy-3-methyl-1-oxo-1H-2-benzopyran-7-yl)carbonyl)-L-phenylalanine